(S)-N-(2-methyl-5-(2-(2-methylpyrrolidin-1-yl)acetamido)pyridin-3-yl)-2-(2,5-dioxaspiro[3.5]non-7-en-7-yl)-1H-pyrrolo[2,3-b]pyridine-5-carboxamide CC1=NC=C(C=C1NC(=O)C=1C=C2C(=NC1)NC(=C2)C=2COC1(COC1)CC2)NC(CN2[C@H](CCC2)C)=O